N1-(2-(3-methylpiperazin-1-yl)ethyl)ethane-1,2-diamine CC1CN(CCN1)CCNCCN